NC=1C=C2C(=C(C(=NC2=CC1OCC)C)C#N)NC1=CC(=C(C=C1)OCC=1C=NC(=CC1)C1CCOCC1)Cl 6-amino-4-((3-chloro-4-((6-(tetrahydro-2H-pyran-4-yl)pyridin-3-yl)methoxy)phenyl)amino)-7-ethoxy-2-methylquinoline-3-carbonitrile